Cl.FC([C@H](C)NC=1N=CC2=C(N1)N(C=C2C2=CC=C(C=C2)CN2CCNCC2)[C@@H]2CC[C@H](CC2)O)F trans-4-(2-[[(2S)-1,1-difluoropropan-2-yl]amino]-5-[4-(piperazin-1-ylmethyl)phenyl]pyrrolo[2,3-d]pyrimidin-7-yl)cyclohexan-1-ol hydrochloride